1-chloro-3-(5-(difluoromethyl)-1,3,4-thiadiazol-2-yl)-8-(3-(isopropoxymethyl)piperazin-1-yl)-N-(3-methyloxetan-3-yl)imidazo[1,5-a]pyridine-6-sulfonamide ClC=1N=C(N2C1C(=CC(=C2)S(=O)(=O)NC2(COC2)C)N2CC(NCC2)COC(C)C)C=2SC(=NN2)C(F)F